Methyl 2-(6-oxo-2-phenyl-5-(5-phenyl-1,2,4-oxadiazole-3-carboxamido) pyrimidin-1(6H)-yl)acetate O=C1C(=CN=C(N1CC(=O)OC)C1=CC=CC=C1)NC(=O)C1=NOC(=N1)C1=CC=CC=C1